alpha-hydroxylinoleic acid OC(C(=O)O)CCCCCC\C=C/C\C=C/CCCCC